(2R)-tert-Butyl 4-((3-(2,6-dichlorophenyl)-5-isopropylisoxazol-4-yl) methyl)-2-methylpiperidine-1-carboxylate ClC1=C(C(=CC=C1)Cl)C1=NOC(=C1CC1C[C@H](N(CC1)C(=O)OC(C)(C)C)C)C(C)C